lithium lutetium yttrium [Y].[Lu].[Li]